(2-(1,3-dioxolan-2-yl)ethyl)zinc (II) bromide [Br-].O1C(OCC1)CC[Zn+]